methyl 9-(4-((1-(3-fluoropropyl)azetidin-3-ylidene)methyl)phenyl)-8-(4,4,5,5-tetramethyl-1,3,2-dioxaborolan-2-yl)-6,7-dihydro-5H-benzo[7]annulene-3-carboxylate FCCCN1CC(C1)=CC1=CC=C(C=C1)C1=C(CCCC2=C1C=CC(=C2)C(=O)OC)B2OC(C(O2)(C)C)(C)C